C(C(O)C)(=O)[O-].[Ti+] titanium mono-lactate